N,N-dimethyl-hexylammonium C[NH+](C)CCCCCC